pyrido[2,1-a]isoquinoline-9-carboxamide C=1C=CCN2C1C1=CC=C(C=C1C=C2)C(=O)N